COC1=CC=C(C=C1)N1CN(CC1C1=CC2=CC=CC=C2C=C1)C1=CC=CC=C1 3-(4-methoxyphenyl)-4-(naphthalene-2-yl)-1-phenylimidazolidine